BrC1=C(CN[C@@H](CCOCCCCC2=NC=3NCCCC3C=C2)C(=O)O)C(=CN=C1F)Cl N-(3-bromo-5-chloro-2-fluoroisonicotinyl)-O-(4-(5,6,7,8-tetrahydro-1,8-naphthyridin-2-yl)butyl)-L-homoserine